2,5-bis{[2-(methacryloyloxy)ethoxy]carbonyl}terephthalic acid C(C(=C)C)(=O)OCCOC(=O)C1=C(C(=O)O)C=C(C(=C1)C(=O)O)C(=O)OCCOC(C(=C)C)=O